FC1=C(C=CC=C1)C1=NOC(=C1)C(C)N1C=C(C2=C1N=CN=C2N)C2=NC=C(N=C2)OC 7-{1-[3-(2-Fluorophenyl)-1,2-oxazol-5-yl]ethyl}-5-(5-methoxypyrazin-2-yl)-7H-pyrrolo[2,3-d]pyrimidin-4-amine